5-(7-(difluoromethyl)-1',3'-dimethyl-2'-oxo-1',2',3,4-tetrahydro-2H-[1,5'-biquinolin]-6-yl)-N-(3-(3-(2,6-dioxopiperidin-3-yl)benzofuran-5-yl)prop-2-yn-1-yl)picolinamide FC(C1=C(C=C2CCCN(C2=C1)C=1C=2C=C(C(N(C2C=CC1)C)=O)C)C=1C=CC(=NC1)C(=O)NCC#CC=1C=CC2=C(C(=CO2)C2C(NC(CC2)=O)=O)C1)F